(R)-4-(4-(4-(1-ethylpiperidin-4-yl)piperazin-1-yl)piperidin-1-yl)-3-((4-(icosyloxy)phenyl)sulfonyl)-6-(methylsulfonyl)quinoline C(C)N1CCC(CC1)N1CCN(CC1)C1CCN(CC1)C1=C(C=NC2=CC=C(C=C12)S(=O)(=O)C)S(=O)(=O)C1=CC=C(C=C1)OCCCCCCCCCCCCCCCCCCCC